tert-butyl-N-[(3R)-5-[(4-chlorophenyl)methyl]-7-ethynyl-8-fluoro-4-oxo-2,3-dihydro-1,5-benzothiazepin-3-yl]carbamate C(C)(C)(C)OC(N[C@H]1CSC2=C(N(C1=O)CC1=CC=C(C=C1)Cl)C=C(C(=C2)F)C#C)=O